C1(CC1)C=1C=CC(=NC1CC1=CC=C(C=C1)F)C(=O)N[C@](C(=O)OCC)(CCOCCOCCOCCNC1=CC=C(C2=NON=C21)[N+](=O)[O-])CC Ethyl (s)-2-(5-cyclopropyl-6-(4-fluorobenzyl)picolinamido)-2-ethyl-4-(2-(2-(2-((7-nitrobenzo[c][1,2,5]oxadiazol-4-yl)amino)ethoxy)ethoxy)ethoxy)butanoate